C1(C=CC(N1C(C(CCCCN1C(C=CC1=O)=O)C)(C)C)=O)=O 1,6-bismaleimido-(trimethyl)hexane